N-[3-[(1R)-1-[(2R)-4-hydroxy-6-oxo-2-(2-phenylethyl)-2-propyl-3H-pyran-5-yl]propyl]phenyl]-5-(trifluoromethyl)pyridine-2-sulfonamide OC=1C[C@@](OC(C1[C@H](CC)C=1C=C(C=CC1)NS(=O)(=O)C1=NC=C(C=C1)C(F)(F)F)=O)(CCC)CCC1=CC=CC=C1